3'-(4-(3-chlorophenyl)-6-phenyl-1,3,5-triazin-2-yl)-[1,1'-biphenyl]-4-carbonitrile ClC=1C=C(C=CC1)C1=NC(=NC(=N1)C1=CC=CC=C1)C=1C=C(C=CC1)C1=CC=C(C=C1)C#N